methyl (R)-2-acetamido-3-(4-chlorophenyl)propanoate C(C)(=O)N[C@@H](C(=O)OC)CC1=CC=C(C=C1)Cl